(E)-1,1'-dioctyl-[3,3'-biindolinylidene]-2,2'-dione C(CCCCCCC)N1C(/C(/C2=CC=CC=C12)=C\1/C(N(C2=CC=CC=C12)CCCCCCCC)=O)=O